CC(=CC)CCCC(CCCC(CCCC(C)C)C)C 3,7,11,15-tetramethyl-hexadec-2-ene